C(#N)C=1C(=NC(=CN1)N[C@H](C)C1=C(C=C(C=C1)Cl)Cl)N1CC(C1)C1CN(CCC1)CCC(=O)O 3-(3-(1-(3-cyano-6-(((R)-1-(2,4-dichlorophenyl)ethyl)amino)pyrazin-2-yl)azetidin-3-yl)piperidin-1-yl)propanoic acid